Palladium phosphinoferrocene dichloride [Cl-].[Cl-].P[C-]1C=CC=C1.[CH-]1C=CC=C1.[Fe+2].[Pd+2]